4-ethyl-2-(heptan-3-yl)-1-octanol C(C)C(CC(CO)C(CC)CCCC)CCCC